BrC(C(C(=O)OC)=O)C methyl 3-bromo-2-oxobutanoate